C(C)NCCCCCCCCCN N-ethylnonane-1,9-diamine